tert-butyl (1R)-1-((tert-butylsulfinyl)amino)-8-azaspiro[4.5]decan-8-carboxylate C(C)(C)(C)S(=O)N[C@@H]1CCCC12CCN(CC2)C(=O)OC(C)(C)C